2-(6-azaspiro[2.5]octan-6-yl)-3-chloro-aniline C1CC12CCN(CC2)C2=C(N)C=CC=C2Cl